COC1=C(N)C=CC=C1Br 2-methoxy-3-bromoaniline